C1(CCC1)N1C(N(CC2=C1C=C(N=C2)C=2C=CC(=NC2)C2(CCC2)C#N)C2=C(C(=CC(=C2F)OC)OC)F)=O 1-(5-(1-cyclobutyl-3-(2,6-difluoro-3,5-dimethoxyphenyl)-2-oxo-1,2,3,4-tetrahydropyrido[4,3-d]pyrimidin-7-yl)pyridin-2-yl)cyclobutanecarbonitrile